FC(C(=O)O)(F)F.FC(C)(F)C1=CC=CC(=N1)N1CC2(C=3C=NC(=CC31)NC(C)=O)CCN(CC2)C N-(1'-(6-(1,1-difluoroethyl)pyridin-2-yl)-1-methyl-1',2'-dihydrospiro[piperidine-4,3'-pyrrolo[3,2-c]pyridin]-6'-yl)acetamide trifluoroacetate